(N-[4-Amino-5-[3-(2-methoxyphenyl)isoxazol-5-carbonyl]thiazol-2-yl]-4-fluoroanilino)propanamid NC=1N=C(SC1C(=O)C1=CC(=NO1)C1=C(C=CC=C1)OC)N(C1=CC=C(C=C1)F)C(C(=O)N)C